CN(CCC[C@@](O)(C1=CC=C(C=C1)F)C1=C(C=C(C=C1)C#N)CO)C |r| racemic-4-(4-dimethylamino-1-p-fluorophenyl-1-hydroxybutyl)-3-(hydroxymethyl)cyanobenzene